COC=1C=C(CN(C=2C3=C(N=C(N2)N(CCOC)CCOC)C(=NC(=N3)N(CCOC)CCOC)N3CCN(CC3)C3=NN(C=N3)C)C)C=CC1 N4-(3-methoxybenzyl)-N2,N2,N6,N6-tetrakis(2-methoxyethyl)-N4-methyl-8-(4-(1-methyl-1H-1,2,4-triazol-3-yl)piperazin-1-yl)pyrimido[5,4-d]pyrimidine-2,4,6-triamine